ethyl 6,7-difluoro-4-oxo-1-(tetrahydrofuran-2-yl)-1,4-dihydroquinoline-3-carboxylate FC=1C=C2C(C(=CN(C2=CC1F)C1OCCC1)C(=O)OCC)=O